ethyl-4,5-diaminopyrazole sulfate S(=O)(=O)(O)O.C(C)C1=NNC(=C1N)N